[Pb+2].[Cs+].C(=[NH2+])N formamidinium cesium-lead